FC1=C(C(=C2C=CN(C2=C1)[Si](C(C)C)(C(C)C)C(C)C)C=C)C(C1=CC(=NC=C1)C#N)OC1OCCCC1 4-((6-fluoro-1-(triisopropylsilyl)-4-vinyl-1H-indol-5-yl)((tetrahydro-2H-pyran-2-yl)oxy)methyl)picolinonitrile